[Zr].C(C)CC(CC(=O)OOCCC)=O.C(C)CC(CC(=O)OOCCC)=O.C(C)CC(CC(=O)OOCCC)=O tri-n-propoxy tris(ethylacetoacetate) zirconium